Cl.COC=1C=CC(=NC1)N1CC(C1)C(=O)N (5-methoxypyridin-2-yl)azetidine-3-carboxamide hydrochloride